ClC=1C=C(C=2C(=NNC2C1Cl)C=1C=NNC1)N 6,7-dichloro-3-(1H-pyrazol-4-yl)-1H-indazol-4-amine